1-[2-[4-[4-[(2,6-Dioxopiperidin-3-yl)amino]phenyl]piperidin-1-yl]acetyl]piperidin O=C1NC(CCC1NC1=CC=C(C=C1)C1CCN(CC1)CC(=O)N1CCCCC1)=O